C1(CC1)[C@H]1C2=C(N(C([C@H]1NC(C1=CC(=CC=C1)C(F)(F)F)=O)=O)C1CC1)N(N=C2C(=O)O)C2CCOCC2 (4S,5S)-4,7-dicyclopropyl-1-(oxan-4-yl)-6-oxo-5-[3-(trifluoromethyl)benzamido]-4H,5H-pyrazolo[3,4-b]pyridine-3-carboxylic acid